6-(difluoromethoxy)-5-((1s,5s)-2-methyl-2,6-diazabicyclo[3.2.0]hept-6-yl)quinazolin-4-amine FC(OC=1C(=C2C(=NC=NC2=CC1)N)N1[C@H]2CCN([C@H]2C1)C)F